3-{4-[(3S)-3-aminopyrrolidin-1-yl]-5-(4-chloro-1-methyl-1H-1,3-benzodiazol-2-yl)pyridin-3-yl}benzonitrile N[C@@H]1CN(CC1)C1=C(C=NC=C1C1=NC2=C(N1C)C=CC=C2Cl)C=2C=C(C#N)C=CC2